ClC=1C(=CC2=C(N(C(N=C2N2[C@H](CN(CC2)C(=O)OC(C)(C)C)C)=O)C=2C(=NC=CC2C)C(C)C)N1)F (M)-tert-Butyl (S)-4-(7-chloro-6-fluoro-1-(2-isopropyl-4-methylpyridin-3-yl)-2-oxo-1,2-dihydropyrido[2,3-d]pyrimidin-4-yl)-3-methylpiperazine-1-carboxylate